2-(2-(naphthalene-1-yl)ethynyl)benzaldehyde C1(=CC=CC2=CC=CC=C12)C#CC1=C(C=O)C=CC=C1